5-iodo-3-(((6-methoxypyridin-2-yl)methyl)amino)-4H-benzo[e][1,2,4]thiadiazine 1,1-dioxide IC1=CC=CC2=C1NC(=NS2(=O)=O)NCC2=NC(=CC=C2)OC